5-(trifluoromethyl)isoindoline HCl Cl.FC(C=1C=C2CNCC2=CC1)(F)F